C(C)OC(=O)[C@@H]1CC[C@H](CC1)OC1CCCC=2C(=NN(C12)C1=CC(=CC=C1)O[C@H](C)C1=CC2=C(OC(O2)(F)F)C=C1)C(F)(F)F trans-4-((1-(3-((R)-1-(2,2-difluorobenzo[d][1,3]dioxol-5-yl)ethoxy)phenyl)-3-(trifluoromethyl)-4,5,6,7-tetrahydro-1H-indazol-7-yl)oxy)cyclohexane-1-carboxylic acid ethyl ester